C12(CNCCCC2C1)CO (3-Azabicyclo[5.1.0]oct-1-yl)methanol